C1C(C)O1 propyleneether